ClC1=C(C=CC=C1)C1=NC2=C(N1)CC(CC2)N2CC1=NC=CC=C1C2 2-(2-chlorophenyl)-6-(5,7-dihydro-6H-pyrrolo[3,4-b]pyridin-6-yl)-4,5,6,7-tetrahydro-1H-benzo[d]imidazole